N1N=CC2=CC(=CC=C12)NC=1C=CC=2N(N1)C(=CN2)C2=NOC(=N2)C(=O)NCC2=CC=C(C=C2)F 3-{6-[(1H-indazol-5-yl)amino]imidazo[1,2-b]pyridazin-3-yl}-N-(4-fluorobenzyl)-1,2,4-oxadiazole-5-carboxamide